C(C1=CC=CC=C1)(=O)NC1=C(C=CC=C1)C(CC(C(=O)OCCCC)NC(C(CC(=O)C1=C(C=CC=C1)NC(C1=CC=CC=C1)=O)NC(CCC)=O)=O)=O butyl 4-(2-benzamidophenyl)-2-(4-(2-benzamidophenyl)-2-butyramido-4-oxobutanamido)-4-oxobutanoate